1,2-dihydroxy-tetramethyl-disilane O[Si]([Si](O)(C)C)(C)C